[Na].NC1=NC(C2=C(N1)NC=C2CCC2=CC=C(C(=O)N[C@](C(=O)O)(CCC(=O)O)C)C=C2)=O (S)-2-(4-(2-(2-amino-4-oxo-4,7-dihydro-1H-pyrrolo[2,3-d]pyrimidin-5-yl)ethyl)benzoylamino)-2-methylpentanedioic acid sodium